C1=CC=CC=2C3=CC=CC=C3C(C12)COC(=O)N([C@H](C(=O)O)CC(OCC=C)=O)C (2s)-2-[9H-fluoren-9-ylmethoxycarbonyl(methyl)amino]-4-oxo-4-prop-2-enoxybutanoic acid